ClC=1C=C(CNC2=NC(=NC3=CC=C(C=C23)C=2C(=NOC2C)C)C(=O)NCC2=CC=NC=C2)C=CC1 4-((3-chlorobenzyl)amino)-6-(3,5-dimethylisoxazol-4-yl)-N-(pyridin-4-ylmethyl)quinazoline-2-carboxamide